Benzyl (R)-4-(2-amino-3-phenylpropoxy)-6-methoxy-2-methylpyrimidine-5-carboxylate trifluoroacetate FC(C(=O)O)(F)F.N[C@@H](COC1=NC(=NC(=C1C(=O)OCC1=CC=CC=C1)OC)C)CC1=CC=CC=C1